CN1CC=CC(=C1)N1CCN(CC1)CC1CC=2NC(C=3C=CC=CC3C2CO1)=O N-methyl-5-(4-((6-oxo-3,4,5,6-tetrahydro-1H-pyrano[4,3-c]isoquinolin-3-yl)methyl)piperazin-1-yl)pyridine